N-methylperfluorobutanesulfonamide CNS(=O)(=O)C(C(C(C(F)(F)F)(F)F)(F)F)(F)F